NC1=C(C=C(N=N1)C1=C(C=CC=C1)O)N1CC2CCC(C1)N2C2=NC=C(C=N2)C2CCC1(OCCO1)CC2 2-[6-amino-5-[8-[5-(1,4-dioxaspiro[4.5]decan-8-yl)pyrimidin-2-yl]-3,8-diazabicyclo[3.2.1]octan-3-yl]pyridazin-3-yl]phenol